C(C)N1N=C(C(=C1)F)[S@@](=O)(N)=NC(NC1=C2C(=NC3=C1CCC3)[C@@H](CC2)C)=O (R)-1-ethyl-4-fluoro-N'-(((R)-3-methyl-1,2,3,5,6,7-hexahydrodicyclopenta[b,e]pyridin-8-yl)carbamoyl)-1H-pyrazole-3-sulfonimidamide